benzyl (2S,4S)-1-((4-phenoxybutanoyl)glycyl)-4-(o-tolyl)pyrrolidine-2-carboxylate O(C1=CC=CC=C1)CCCC(=O)NCC(=O)N1[C@@H](C[C@H](C1)C1=C(C=CC=C1)C)C(=O)OCC1=CC=CC=C1